6-(3-fluoro-1-oxido-pyridin-1-ium-2-yl)-3-(2,2,3,3,3-pentafluoropropyl)imidazo[4,5-c]pyridine FC=1C(=[N+](C=CC1)[O-])C1=CC2=C(C=N1)N(C=N2)CC(C(F)(F)F)(F)F